CN(CCN(C=1C(=CC(=CC1)NC=1N=C(C2=C(N1)NC=C2)C2=CNC1=C(C=CC=C21)C)N)C)C N1-(2-(dimethylamino)ethyl)-N1-methyl-N4-(4-(7-methyl-1H-indol-3-yl)-7H-pyrrolo[2,3-d]pyrimidin-2-yl)benzene-1,2,4-triamine